P(=O)([O-])([O-])[O-].[Ga+3] Gallium phosphat